5-chloro-6-(difluoromethyl)picolinaldehyde ClC=1C=CC(=NC1C(F)F)C=O